CN(CC(=O)N1CCC(CC1)OC1=NNC2=CC(=C(C=C12)C)C=1C=C(C=2N(C1)N=CN2)C)C 2-(dimethylamino)-1-(4-((5-methyl-6-(8-methyl-[1,2,4]triazolo[1,5-a]pyridin-6-yl)-1H-indazol-3-yl)oxy)piperidin-1-yl)ethan-1-one